1,4-di(pyridin-2-yl)-5,6,13,14-tetrahydropyridazino[4',5':5,6]cycloocta[1,2-b]quinoxaline N1=C(C=CC=C1)C1=NN=C(C=2CCC=3C(=NC4=CC=CC=C4N3)CCC21)C2=NC=CC=C2